C(#N)C=1C(=NC(=C(C1C1CC1)C#N)N1CC(CCC1)O)SC(C(=O)N)C1=CC=CC=C1 2-(3,5-dicyano-4-cyclopropyl-6-(3-hydroxypiperidin-1-yl)pyridin-2-ylsulfanyl)-2-phenylacetamide